(2R,3S,4S,5R)-3-(3-fluoro-4-hydroxy-2-methoxyphenyl)-4,5-dimethyl-5-(trifluoromethyl)tetrahydrofuran-2-carboxylic acid FC=1C(=C(C=CC1O)[C@H]1[C@@H](O[C@]([C@H]1C)(C(F)(F)F)C)C(=O)O)OC